2-(2,4,4-Trimethylpentan-2-yl)benzene-1,3-diol CC(C)(CC(C)(C)C)C1=C(C=CC=C1O)O